[4-(methacryloyloxy)phenyl]porphyrin C(C(=C)C)(=O)OC1=CC=C(C=C1)C1=C2NC(=C1)C=C1C=CC(=N1)C=C1C=CC(N1)=CC=1C=CC(N1)=C2